2-(2,3-dimethylphenyl)-N-[(1r,3s)-3-{[2-(trifluoromethyl)quinolin-4-yl]amino}cyclohexyl]acetamide CC1=C(C=CC=C1C)CC(=O)N[C@H]1C[C@H](CCC1)NC1=CC(=NC2=CC=CC=C12)C(F)(F)F